[N+](=O)([O-])C=1C(=NC=CC1)NC1=CC=C(CN2CCN(CC2)C(=O)OC(C)(C)C)C=C1 tert-Butyl 4-(4-((3-nitropyridin-2-yl)amino)benzyl)piperazine-1-carboxylate